ω,ω'-dimethylarginine CNC(NCCC[C@H](N)C(=O)O)=NC